7-fluoro-3-[6-methyl-5-[2-methyl-2-(oxan-2-yloxy)propoxy]pyrazin-2-yl]-1H-indole FC=1C=CC=C2C(=CNC12)C1=NC(=C(N=C1)OCC(C)(OC1OCCCC1)C)C